methyl 4-[6-(3-methoxy azetidin-1-yl)pyrazin-2-yl]benzoate COC1CN(C1)C1=CN=CC(=N1)C1=CC=C(C(=O)OC)C=C1